NC=1CC(=CC2=C(N1)C=C(C=C2)C(C(NC=2C=NC=1CCNCC1C2)=O)=O)C(=O)N(CCC)CCC 2-amino-8-(2-oxo-2-((5,6,7,8-tetrahydro-1,6-naphthyridin-3-yl)amino)acetyl)-N,N-dipropyl-3H-benzo[b]azepine-4-carboxamide